(p-dodecylphenyl)(p-methylphenyl)iodonium hexafluoroantimonate F[Sb-](F)(F)(F)(F)F.C(CCCCCCCCCCC)C1=CC=C(C=C1)[I+]C1=CC=C(C=C1)C